methyl 4-aminothiophene-2-carboxylate NC=1C=C(SC1)C(=O)OC